FC1CC(N(C1)C)COC=1C=C(C(=O)N[C@H](C)C=2C=NC(=CC2)C(F)(F)F)C=C(C1)C=1SC(=CN1)C 3-{[4-fluoro-1-methylpyrrolidin-2-yl]methoxy}-5-(5-methyl-1,3-thiazol-2-yl)-N-{(1R)-1-[6-(trifluoromethyl)pyridin-3-yl]ethyl}benzamide